(R)-N-(1-cyclopropylpiperidin-3-yl)-6-(2-(ethoxymethoxy)-4-ethynylphenyl)-5-methyl-1,2,4-triazin-3-amine C1(CC1)N1C[C@@H](CCC1)NC=1N=NC(=C(N1)C)C1=C(C=C(C=C1)C#C)OCOCC